ClCC=1N(C2=C(C=CC=C2C1)F)C(=O)OC(C)(C)C tert-butyl 2-(chloromethyl)-7-fluoro-1H-indole-1-carboxylate